[3-(3-hydroxymethyl-2'-isopropyl-biphenyl-4-yl)-pyrrolidin-1-yl]-methanone OCC=1C=C(C=CC1C1CN(CC1)C=O)C1=C(C=CC=C1)C(C)C